BrC1=CC2=C(N=C(N=C2)S(=O)C)N2C1=NCC21CCCC1 6'-bromo-2'-(methylsulfinyl)-8'H-spiro[cyclopentane-1,9'-imidazo[1',2':1,6]pyrido[2,3-d]pyrimidine]